C12(C=CN3C=CC=CC13)C1=CC=CC=C1C=1C=CC=CC12 Spiro[fluoren-9,1-[1,8a]dihydroindolizin]